C(CCC)(=O)O.C(CCC)(=O)O.C(CN)N ethylenediamine dibutyrate